C12(COCC2C1)N1N=C2N=C(C=CC2=C1)C1=C(C=C(C=C1C)C(F)(F)F)O 2-(2-(3-oxabicyclo[3.1.0]hexan-1-yl)-2H-pyrazolo[3,4-b]pyridin-6-yl)-3-methyl-5-(trifluorometh-yl)phenol